(3S)-3-cyclopentyl-3-[4-(7H-pyrrolo-[2,3-d]pyrimidin-4-yl)-1H-pyrazol-1-yl]propanenitrile trifluoroacetate salt FC(C(=O)O)(F)F.C1(CCCC1)[C@H](CC#N)N1N=CC(=C1)C=1C2=C(N=CN1)NC=C2